(R)-N-(4-(2-((1-(5-chloro-6-oxo-1,6-dihydropyridazin-4-yl)pyrrolidin-3-yl)oxy)pyridin-4-yl)phenyl)cyclopropanesulfonamide ClC1=C(C=NNC1=O)N1C[C@@H](CC1)OC1=NC=CC(=C1)C1=CC=C(C=C1)NS(=O)(=O)C1CC1